((2-(3'-(6,7-difluoro-5-(pyrrolidin-1-ylmethyl)benzo[d]oxazol-2-yl)-2,2'-dimethyl-[1,1'-biphenyl]-3-yl)-6-(difluoromethoxy)benzo[d]oxazol-5-yl)methyl)-L-proline FC1=C(C2=C(N=C(O2)C=2C(=C(C=CC2)C2=C(C(=CC=C2)C=2OC3=C(N2)C=C(C(=C3)OC(F)F)CN3[C@@H](CCC3)C(=O)O)C)C)C=C1CN1CCCC1)F